hexacyanobenzonitrile C(#N)C1C(C(C(C#N)(C=C1)C#N)(C#N)C#N)(C#N)C#N